BrCCCN1C(=O)C(=O)C2=CC(=CC=C12)Cl N-(3-bromopropyl)-5-chloroisatin